benzene-1,3-disulfonic acid C1(=CC(=CC=C1)S(=O)(=O)O)S(=O)(=O)O